ClC=1C(=NC(=NC1)N1C[C@@H](CCC1)CC)NC1=CC=2C3=C(C(N(C2C=C1)C)=O)OCC([C@@H](N3)C3CC3)(F)F (S)-10-((5-chloro-2-((R)-3-ethylpiperidin-1-yl)pyrimidin-4-yl)amino)-2-cyclopropyl-3,3-difluoro-7-methyl-1,2,3,4-tetrahydro-[1,4]oxazepino[2,3-c]quinolin-6(7H)-one